5-(4-bromo-2-methylthiazole-5-carbonyl)-1H-pyrazole-3-carbonitrile BrC=1N=C(SC1C(=O)C1=CC(=NN1)C#N)C